C(C)(C)(C)OC(=O)N1C(=C(C2=CC=CC=C12)CCO)C 3-(2-Hydroxyethyl)-2-methyl-1H-indole-1-carboxylic acid tert-butyl ester